(R)-1-(1-(1-((1-(4-(4-(3-Amino-6-(2-hydroxyphenyl)pyridazin-4-yl)morpholin-2-yl)-3-methylbenzoyl)piperidin-4-yl)methyl)piperidin-4-yl)-2-methyl-1H-indol-4-yl)dihydropyrimidine NC=1N=NC(=CC1N1C[C@H](OCC1)C1=C(C=C(C(=O)N2CCC(CC2)CN2CCC(CC2)N2C(=CC3=C(C=CC=C23)N2CNCC=C2)C)C=C1)C)C1=C(C=CC=C1)O